N1=CN=C2NC=NC2=C1C=1C(=NC=CC1)NC=1C=C(C=CC1C)C1=NN(C(=C1)C(=O)N)C1=CC=C(C=C1)F (3-(3-(9H-purin-6-yl)pyridin-2-ylamino)-4-methylphenyl)-1-(4-fluorophenyl)-1H-pyrazole-5-carboxamide